3-(2-Boronoethyl)-2-hydroxy-6-[(1-D-tyrosylazetidin-3-yl)oxy]benzoic acid B(O)(O)CCC=1C(=C(C(=O)O)C(=CC1)OC1CN(C1)C([C@H](N)CC1=CC=C(C=C1)O)=O)O